(1R,9S,10S)-4-[(ethylamino)methyl]-12-oxa-8-azatricyclo[7.3.1.02,7]trideca-2,4,6-trien-10-ol C(C)NCC=1C=C2[C@@H]3OC[C@H]([C@@H](NC2=CC1)C3)O